The molecule is an aminopyrimidine that is 2-methylpyrimidine which is substituted at position 4 by the primary amino group of 2-amino-1,3-thiazole-5-carboxylic acid and at position 6 by a 4-(2-hydroxyethyl)piperazin-1-yl group, and in which the carboxylic acid group has been formally condensed with 2-chloro-6-methylaniline to afford the corresponding amide. A multi-targeted kinase inhibitor, it is used, particularly as the monohydrate, for the treatment of chronic, accelerated, or myeloid or lymphoid blast phase chronic myeloid leukemia. Note that the name 'dasatinib' is used to refer to the monohydrate (USAN) as well as to anhydrous dasatinib (INN). It has a role as a tyrosine kinase inhibitor, an anticoronaviral agent and an antineoplastic agent. It is a secondary amino compound, a tertiary amino compound, an organochlorine compound, an aminopyrimidine, a member of 1,3-thiazoles, a monocarboxylic acid amide, a N-arylpiperazine and a N-(2-hydroxyethyl)piperazine. CC1=C(C(=CC=C1)Cl)NC(=O)C2=CN=C(S2)NC3=CC(=NC(=N3)C)N4CCN(CC4)CCO